OCC([Na])[Na].[PH2](=O)[O-].[Ca+2].[PH2](=O)[O-] calcium hypophosphite, hydroxyethylidenedisodium salt